C(CCOCCOCCCN)N 4,7-dioxadecan-1,10-diamine